octaethylporphin platinum (II) [Pt+2].C(C)C1=C(C=2C=C3C(=C(C(=CC=4C(=C(C(=CC5=C(C(=C(N5)C=C1N2)CC)CC)N4)CC)CC)N3)CC)CC)CC